O=C1NC(CCC1C1=NN(C2=CC(=CC=C12)CCC(=O)O)C)=O 3-[3-(2,6-dioxo-3-piperidyl)-1-methyl-indazol-6-yl]propionic acid